ethoxyformylmethyltrimethyl-phosphine bromide [Br-].C(C)OC(=O)C(P(C)C)C